C(C)O[C@@H]1[C@@H](C1)NC(=O)C=1C=C(C(N(C1)CC1=CC(=CC=C1)C)=O)C(=O)NC |r| (+/-)-N5-((cis)-2-ethoxycyclopropyl)-N3-methyl-1-(3-methylbenzyl)-2-oxo-1,2-dihydropyridine-3,5-dicarboxamide